tert-Butyl-5-bromo-2-cyclopropyl-1-methyl-1H-imidazol-4-carboxylat C(C)(C)(C)OC(=O)C=1N=C(N(C1Br)C)C1CC1